C(C)(C)(C)OC(=O)N1CC(C1)OCC1=C(C=C(C=C1)F)C(F)(F)F 3-((4-fluoro-2-(trifluoromethyl)benzyl)oxy)azetidine-1-carboxylic acid tert-butyl ester